tert-butyl 1-cyclobutyl-2-[5-hydroxy-4-(methoxycarbonyl)-1-methyl-6-oxo-1,6-dihydropyrimidin-2-yl]-1H-1,3-benzodiazole-6-carboxylate C1(CCC1)N1C(=NC2=C1C=C(C=C2)C(=O)OC(C)(C)C)C=2N(C(C(=C(N2)C(=O)OC)O)=O)C